(R)-tert-butyl 4-(3-isopropoxy-5-(10-methyl-8-oxo-9,10,11,12-tetrahydro-8H-[1,4]diazepino[5',6':4,5]thieno[3,2-f]quinolin-3-yl)phenyl)piperazine-1-carboxylate C(C)(C)OC=1C=C(C=C(C1)C1=NC=2C=CC3=C(C2C=C1)C1=C(S3)C(N[C@@H](CN1)C)=O)N1CCN(CC1)C(=O)OC(C)(C)C